5-(Furan-3-yl)nicotinaldehyde O1C=C(C=C1)C=1C=NC=C(C=O)C1